6-bromo-3-ethyl-2-((S)-1-((S)-6-(methoxymethyl)-4-methyl-1,4-diazepan-1-yl)butyl)quinazolin-4(3H)-one BrC=1C=C2C(N(C(=NC2=CC1)[C@H](CCC)N1CCN(C[C@@H](C1)COC)C)CC)=O